C(CO)(=O)O.C=C Ethylene glycolate